(R)-3-(5-bromopyridineamido)pyrrolidine-1-carboxylic acid tert-butyl ester C(C)(C)(C)OC(=O)N1C[C@@H](CC1)NC(=O)C1=NC=C(C=C1)Br